OC1=CC=CC=C1C#N 6-hydroxybenzonitrile